3-hydroxy-2-methylpyridine OC=1C(=NC=CC1)C